COC1=C(C=CC(=C1)C(F)(F)F)N=C=NC 2-methoxy-N-Methyl-4-(trifluoromethyl)phenylcarbodiimide